C(C1=CC=CC=C1)OC(=O)NC(C)(C)C1=CC(=NC=C1)OC1[C@@H]2C[N+](C[C@H]12)(C(=O)OC(C)(C)C)[O-] tert-butyl (1R,5S,6s)-6-((4-(2-(((benzyloxy)carbonyl)amino)propan-2-yl)pyridin-2-yl)oxy)-3-azabicyclo[3.1.0]hexane-3-carboxylate N-oxide